BrC1=C(C=NN(C1=O)C)N[C@@H]1C[C@@H](CN(C1)C)C1=CC=C(C(=O)N(C)C2=CC(=CC=C2)OC=2C=C3C(N(C(C3=CC2)=O)C2C(NC(CC2)=O)=O)=O)C=C1 4-[(3R,5R)-5-[(5-bromo-1-methyl-6-oxo-pyridazin-4-yl)amino]-1-methyl-3-piperidyl]-N-[3-[2-(2,6-dioxo-3-piperidyl)-1,3-dioxo-isoindolin-5-yl]oxyphenyl]-N-methyl-benzamide